rubidium diborate B([O-])([O-])OB([O-])[O-].[Rb+].[Rb+].[Rb+].[Rb+]